2-(4-(4,4,5,5-tetramethyl-1,3,2-dioxaborolan-2-yl)phenyl)acetonitrile CC1(OB(OC1(C)C)C1=CC=C(C=C1)CC#N)C